(R)-1-phenylethyl (4-chloro-1-(4'-(1-((methylsulfonyl)carbamoyl)cyclopropyl)-[1,1'-biphenyl]-4-yl)-1H-pyrazol-5-yl)carbamate ClC=1C=NN(C1NC(O[C@H](C)C1=CC=CC=C1)=O)C1=CC=C(C=C1)C1=CC=C(C=C1)C1(CC1)C(NS(=O)(=O)C)=O